Benzyl 2-(4-carbamoyl-2-fluorophenyl)-6,7-dihydro-5H-pyrazolo[5,1-b][1,3]oxazine-3-carboxylate C(N)(=O)C1=CC(=C(C=C1)C1=NN2C(OCCC2)=C1C(=O)OCC1=CC=CC=C1)F